BrC1=CC(=C(C(=C1)C)N1N=C2N=C(NC(C2=C1)=O)N1CCOCC1)C 2-(4-bromo-2,6-dimethylphenyl)-6-morpholino-2,5-dihydro-4H-pyrazolo[3,4-d]pyrimidin-4-one